O(C1=CC=CC=C1)C1CCN(C2(CC2)C1)C(=O)NC=1C(=NNC1)C1=CC2=C(C=N1)C=NN2CC(F)(F)F 7-Phenoxy-N-(3-(1-(2,2,2-trifluoroethyl)-1H-pyrazolo[4,3-c]pyridin-6-yl)-1H-pyrazol-4-yl)-4-azaspiro[2.5]octane-4-carboxamide